ClC1=C(C#N)C(=CC(=C1)F)F 2-chloro-4,6-difluorobenzonitrile